2-Cyclohexylmethoxy-N-(5,6-dimethoxy-benzothiazol-2-yl)-2-(4-ethanesulfonyl-phenyl)-acetamide C1(CCCCC1)COC(C(=O)NC=1SC2=C(N1)C=C(C(=C2)OC)OC)C2=CC=C(C=C2)S(=O)(=O)CC